tert-butyl [(2S)-1-({(2S)-4-chloro-3-oxo-1-[(3S)-2-oxopiperidin-3-yl]butan-2-yl}amino)-3-cyclopropyl-1-oxopropan-2-yl]carbamate ClCC([C@H](C[C@H]1C(NCCC1)=O)NC([C@H](CC1CC1)NC(OC(C)(C)C)=O)=O)=O